4-{3-carbamoyl-4-[(pyridine-2-carbonyl)-amino]-phenoxy}-piperidine-1-carboxylic acid tert-butyl ester C(C)(C)(C)OC(=O)N1CCC(CC1)OC1=CC(=C(C=C1)NC(=O)C1=NC=CC=C1)C(N)=O